C(CCCC=C)OCCCC(C)=O 5-Hex-5-enyloxy-pentan-2-one